5'-methyl-2H-[1,3'-bipyridin]-2-one CC=1C=C(C=NC1)N1C(C=CC=C1)=O